C1=C(C=CC2=CC=CC=C12)CCOC1=CC=C(C=C1)\N=N\C1=CC=C(C=C1)O (E)-4-((4-(2-(naphthalene-2-yl)ethoxy)phenyl)azo)phenol